O=C1N(C(C2=CC=CC=C12)=O)C[C@H]1N(CCC2=CC=CC(=C12)OCCNC(=O)C=1SC=CN1)C(=O)[C@H]1[C@H](CCCC1)C(NC)=O N-(2-(((S)-1-((1,3-dioxoisoindolin-2-yl)methyl)-2-((1R,2S)-2-(methylcarbamoyl)cyclohexane-1-carbonyl)-1,2,3,4-tetrahydroisoquinolin-8-yl)oxy)ethyl)thiazole-2-carboxamide